FC(C1=CC=C(C=N1)CN1CCC2(CN(C2)C(=O)N2CC3(C2)NC(OC3)=O)C1)(F)F 2-[7-[[6-(trifluoromethyl)-3-pyridyl]methyl]-2,7-diazaspiro[3.4]octane-2-carbonyl]-7-oxa-2,5-diazaspiro[3.4]octan-6-one